C1=CC=C(C=2SC3=C(C21)C=CC=C3)C=3C=C(C=CC3)C3=CC(=CC=C3)N3CC=CC2=CC=C1C=CC=NC1=C32 10-[3'-(dibenzothiophen-4-yl)biphenyl-3-yl]phenanthroline